(3-(2-(4-(6-fluorobenzo[d]isothiazol-3-yl)piperazin-1-yl)ethyl)cyclobutane) carbamate C(N)(O)=O.FC1=CC2=C(C(=NS2)N2CCN(CC2)CCC2CCC2)C=C1